3-(3-(3-(hydroxyamino)-3-oxoprop-1-en-1-yl)benzyl)-4-phenethyloxyquinoline-2-carboxamide ethyl-((E)-3-(1-((4-methylphenyl)sulphonamido)-2,3-dihydro-1H-inden-5-yl)acrylate) C(C)OC(\C=C\C=1C=C2CCC(C2=CC1)NS(=O)(=O)C1=CC=C(C=C1)C)=O.ONC(C=CC=1C=C(CC=2C(=NC3=CC=CC=C3C2OCCC2=CC=CC=C2)C(=O)N)C=CC1)=O